N-{[(2S)-morpholin-2-yl]methyl}-2-(1-phenyl-1H-pyrazol-4-yl)-1,3-thiazole-4-carboxamide N1C[C@H](OCC1)CNC(=O)C=1N=C(SC1)C=1C=NN(C1)C1=CC=CC=C1